Dimethyl 3-((4-(((tert-butyldimethylsilyl)oxy)methyl)phenyl)amino)phthalate [Si](C)(C)(C(C)(C)C)OCC1=CC=C(C=C1)NC1=C(C(C(=O)OC)=CC=C1)C(=O)OC